BrC1=CC=C(C=C1)C(CO)F 2-(4-bromophenyl)-2-fluoroethanol